NC=1N=C(C=2C(N1)=CN(N2)CC2=C(C=C(C=C2)N2CCN(CC2)C(CCNC(CCCCCCCCCCCCCCCCC)=O)=O)OC)NCCCC N-(3-(4-(4-((5-amino-7-(butylamino)-2H-pyrazolo[4,3-d]pyrimidin-2-yl)methyl)-3-methoxyphenyl)piperazin-1-yl)-3-oxopropyl)stearamide